C1N(CC2C1CCC2)C2=CC=1C=C3N(CCN=C3)C1N=C2 3-(hexahydrocyclopenta[c]pyrrol-2(1H)-yl)-8,9-dihydropyrido[3',2':4,5]pyrrolo[1,2-a]pyrazin